Tri(n-butyl) cyclohexane-1,2,4-tripropionate C1(C(CC(CC1)CCC(=O)OCCCC)CCC(=O)OCCCC)CCC(=O)OCCCC